C(#N)C1=CC=C(CNC(=O)C=2NC=C(C2)C(C2=C(C=CC=C2)C)=O)C=C1 N-(4-cyanobenzyl)-4-(2-methylbenzoyl)-1H-pyrrole-2-carboxamide